(1r,4r)-4-(3-chloro-4-cyanophenoxy)-N-(6-(pyrrolidin-3-yl)pyridazin-3-yl)cyclohexane-1-carboxamide hydrochloride Cl.ClC=1C=C(OC2CCC(CC2)C(=O)NC=2N=NC(=CC2)C2CNCC2)C=CC1C#N